2-((Cyclopropylmethyl)amino)-4-(3-(6-fluoro-1-methyl-1H-indazol-5-yl)-5H-pyrrolo[2,3-b]pyrazin-5-yl)benzoic Acid C1(CC1)CNC1=C(C(=O)O)C=CC(=C1)N1C=CC=2C1=NC(=CN2)C=2C=C1C=NN(C1=CC2F)C